[I-].CN1C(=C2OC[C@H]3[C@@H](NS(C2=C1)(=O)=O)C[NH2+]C3)C(NC3=CC(=C(C(=C3)F)F)F)=O (3aR,10aR)-7-methyl-8-((3,4,5-trifluorophenyl)carbamoyl)-2,3,3a,4,10,10a-hexahydro-1H,7H-dipyrrolo[3,4-b:3',4'-f][1,4,5]oxathiazocin-2-ium 5,5-dioxide Iodide